ClC1=C(C=CC=C1F)[C@@H](CC)OC1=NC(=NC=C1)C(=O)N[C@H](C)\C=C\S(=O)(=O)C ((R)-1-(2-chloro-3-fluorophenyl)propoxy)-N-((R,E)-4-(methylsulfonyl)but-3-en-2-yl)pyrimidine-2-carboxamide